1-{9-[Methyl-(7H-pyrrolo[2,3-d]pyrimidin-4-yl)-amino]-3-aza-spiro[5.5]undec-3-yl}-butan-1-one CN(C1CCC2(CCN(CC2)C(CCC)=O)CC1)C=1C2=C(N=CN1)NC=C2